N,N'-bis(salicylidene)ethylenediamine C(C=1C(O)=CC=CC1)=NCCN=CC=1C(O)=CC=CC1